N(=O)CCNC(C)C N-nitrosoethylisopropylamine